6-((1-(tetrahydro-2H-pyran-2-yl)-1H-pyrazol-3-yl)thio)phthalazin-1(2H)-one O1C(CCCC1)N1N=C(C=C1)SC=1C=C2C=NNC(C2=CC1)=O